P(OCC)(OC1=CC2=C(N=CN=C2C2=CC=CC=C2)N1C)OC1=CC=CC=C1 ethyl (7-methyl-4-phenyl-7H-pyrrolo[2,3-d]pyrimidin-6-yl) (phenyl) phosphite